NC1=NC(=CC(=N1)N1CC(CCC1)(CCCC1=CC=CC=C1)CO)N (1-(2,6-diaminopyrimidin-4-yl)-3-(3-phenylpropyl)piperidin-3-yl)methanol